CC(CCOCCC(C)[Si](OCC)(OCC)OCC)[Si](OCC)(OCC)OCC methyl-3-triethoxysilylpropyl ether